8-chloro-6-methyl-3-((2-(trimethylsilyl)ethoxy)methyl)pyrido-[3,4-d]pyrimidin-4(3H)-one ClC1=NC(=CC2=C1N=CN(C2=O)COCC[Si](C)(C)C)C